dichlorozirconocene [CH-]1C=CC=C1.[CH-]1C=CC=C1.Cl[Zr+2]Cl